(7-(4-Fluoro-3-methylphenyl)-2-azaspiro[3.5]nonan-2-yl)((1s,3s)-3-hydroxy-3-methylcyclobutyl)methanon FC1=C(C=C(C=C1)C1CCC2(CN(C2)C(=O)C2CC(C2)(C)O)CC1)C